C(C)OP(=O)(OCC)C(C=1C=CC2=C(C=C(S2)C(=O)O)C1)(F)F 5-[(diethoxyphosphoryl)difluoromethyl]-1-benzothiophene-2-carboxylic acid